ClC1=CC=C2C(=N1)NC=C2S(=O)(=O)NC2=NC(=C(C(=N2)OC)CCC#N)OC 6-chloro-N-[5-(2-cyanoethyl)-4,6-dimethoxy-pyrimidin-2-yl]-1H-pyrrolo[2,3-b]pyridine-3-sulfonic acid amide